C(C)(C)(C)OC(=O)N1CC=2N(CCC1)N=C(C2)NC(C)=O.N2(CCC2)C(=O)C=2N=C1N(N2)C(CC1)C1=C(C=CC=C1)F azetidin-1-yl-[5-(2-fluorophenyl)-6,7-dihydro-5H-pyrrolo[1,2-b][1,2,4]triazol-2-yl]methanone tert-butyl-2-acetamido-7,8-dihydro-4H-pyrazolo[1,5-a][1,4]diazepine-5(6H)-carboxylate